NC1=C(C(=C(C=C1)C=1C=C2C(=NC1)NC=C2/C=C/C(=O)O)F)C(N(C)C)=O (E)-3-(5-(4-amino-3-(dimethylcarbamoyl)-2-fluorophenyl)-1H-pyrrolo[2,3-b]pyridin-3-yl)acrylic acid